BrC=1C=CC(=C(COC2=CC=3C[C@@H]4[C@H](C3C=C2)[C@H]4C(=O)OCC)C1)F (1S,1aS,6aR)-4-[(5-bromo-2-fluorobenzyl)oxy]-1,1a,6,6a-tetrahydrocyclopropa[a]indene-1-carboxylic acid, ethyl ester